C(C)(C)(C)N1C(N(C2=CC=3C(=NN=C(C3C=C21)N[C@H](C)C2=C(C(=CC=C2)C(CO)(F)F)F)C)C)=O 3-tert-butyl-1,8-dimethyl-5-[[(1R)-1-[3-(1,1-difluoro-2-hydroxy-ethyl)-2-fluoro-phenyl]ethyl]amino]imidazo[4,5-g]phthalazin-2-one